CC1=CC=C(C=C1)C1=CC=NC=C1C#N 4-(4-methylphenyl)nicotinonitrile